C(C)(C)N1N=CC(=C1)C1=CC=2N(N=C1C)C(=CN2)C=2C(=NC1=NC=CC=C1C2)C=2C=NN(C2)C (7-(1-isopropyl-1H-pyrazol-4-yl)-6-methylimidazo[1,2-b]pyridazin-3-yl)-2-(1-methyl-1H-pyrazol-4-yl)-1,8-naphthyridine